OCCC=C 1-HYDROXY-3-BUTEN